ClC1=C(C=C(C=C1)NC1=NC=CC(=N1)C1=CN(C2=CC=CC=C12)C)N 4-Chloro-N1-(4-(1-methyl-1H-indol-3-yl)pyrimidin-2-yl)benzene-1,3-diamine